C1(=CC(=CC=C1)C=1OCCN1)C=1OCCN1 2,2'-(1,3-Phenylene)bis(2-oxazoline)